3-{4-amino-2-chloropyrrolo[2,3-d]pyrimidin-7-yl}-5-(6-methoxypyridin-3-yl)cyclopentane-1,2-diol NC=1C2=C(N=C(N1)Cl)N(C=C2)C2C(C(C(C2)C=2C=NC(=CC2)OC)O)O